C1(CC1)C(=O)NC1=NC=CC(=C1)OC1=CC=C(C=C1)NC(=O)C1=NC=2N(C(=C1)C1=CC=C(C=C1)F)N=CC2 N-{4-[2-(cyclopropanecarboxamido)pyridin-4-yloxy]phenyl}-7-(4-fluorophenyl)pyrazolo[1,5-a]pyrimidine-5-carboxamide